methyl 2-methyl-2H-indazole-6-carboxylate CN1N=C2C=C(C=CC2=C1)C(=O)OC